m-[2-(Isopropylamino)-6-(1-{[6-(methoxymethyl)-2-pyridyl]methyl}-1H-1,2,3-triazol-4-yl)-4-pyrimidinyl]benzonitrile C(C)(C)NC1=NC(=CC(=N1)C=1C=C(C#N)C=CC1)C=1N=NN(C1)CC1=NC(=CC=C1)COC